C(CCC)C1=C(C=CC=C1)CCCCC butyl-(amyl)benzene